2-amino-5,8-dihydroxy-1,4-naphthoquinone NC=1C(C2=C(C=CC(=C2C(C1)=O)O)O)=O